tert-butyl 3-(4-(4-(3-amino-6-(2-hydroxyphenyl)pyridazin-4-yl) phenyl)piperidin-1-yl)azetidine-1-carboxylate NC=1N=NC(=CC1C1=CC=C(C=C1)C1CCN(CC1)C1CN(C1)C(=O)OC(C)(C)C)C1=C(C=CC=C1)O